N-(3-methacrylamidopropyl)-2-((1-methyl-1H-pyrrol-2-yl)methyl)-2H-tetrazole-5-carboxamide methyl-3-(3,4-dimethoxyphenyl)-2-methylpropionate COC(C(CC1=CC(=C(C=C1)OC)OC)C)=O.C(C(=C)C)(=O)NCCCNC(=O)C=1N=NN(N1)CC=1N(C=CC1)C